FC1=C(C(=O)OC)C=C(C=N1)OC methyl 2-fluoro-5-methoxynicotinate